furfuramine C(C1=CC=CO1)N